ClC1=CC=C(C(=N1)C=1N=NN(N1)C([2H])([2H])[2H])N(C(C)C=1C=C(C=C2C(N(C=3N(C12)C=NC3C=O)C)=O)C)CC3=CC=C(C=C3)OC 9-(1-((6-chloro-2-(2-(methyl-d3)-2H-tetrazol-5-yl)pyridin-3-yl)(4-methoxybenzyl)amino)ethyl)-4,7-dimethyl-5-oxo-4,5-dihydroimidazo[1,5-a]quinazoline-3-carbaldehyde